3-[bis(oxetan-3-yl)amino]-N-{4-[7-(5-chloro-2-fluorophenyl)-1H,2H,3H-pyrido[3,4-b][1,4]oxazin-1-yl]pyridin-2-yl}propanamide O1CC(C1)N(CCC(=O)NC1=NC=CC(=C1)N1C2=C(OCC1)C=NC(=C2)C2=C(C=CC(=C2)Cl)F)C2COC2